1,3,5-trichloro-1,3,5-triazine-2,4,6-Trione ClN1C(N(C(N(C1=O)Cl)=O)Cl)=O